2-(1-isobutyl-1H-benzo[d][1,2,3]triazol-5-yl)-4-methoxy-benzo[d]oxazole C(C(C)C)N1N=NC2=C1C=CC(=C2)C=2OC1=C(N2)C(=CC=C1)OC